C(=O)O.CN1C[C@@H](CCC1)NC=1N=NC(=C2C1C=NC=C2)C2=C(C=C(C=C2)C(F)(F)F)C#CC (R)-N-(1-methylpiperidin-3-yl)-1-(2-(prop-1-yn-1-yl)-4-(trifluoromethyl)phenyl)pyrido[3,4-d]pyridazin-4-amine formic acid salt